tert-butyl (S)-(1-amino-1-oxo-3-(1-tosyl-1H-indazol-5-yl)propan-2-yl)carbamate NC([C@H](CC=1C=C2C=NN(C2=CC1)S(=O)(=O)C1=CC=C(C)C=C1)NC(OC(C)(C)C)=O)=O